CC1CC(CCC1)[Si](OC)(OC)C1CC(CCC1)C bis(3-methylcyclohexyl)-dimethoxysilane